N[C@@H]1[C@@H](OCC12CCN(CC2)C2=C(N=C1C(=N2)NN=C1C#CC1=CC=NN1C)CO)C (6-((3S,4S)-4-amino-3-methyl-2-oxa-8-azaspiro[4.5]decan-8-yl)-3-((1-methyl-1H-pyrazol-5-yl)ethynyl)-1H-pyrazolo[3,4-b]pyrazin-5-yl)methanol